CCC(CCC)[Si](OC)(OC)OC 3-hexyltrimethoxysilane